tert-butyl N-[1-[3-(2,6-dibenzyloxy-3-pyridyl)-1-methyl-pyrazolo[3,4-b]pyridin-6-yl]-4-piperidyl]-N-methyl-carbamate C(C1=CC=CC=C1)OC1=NC(=CC=C1C1=NN(C2=NC(=CC=C21)N2CCC(CC2)N(C(OC(C)(C)C)=O)C)C)OCC2=CC=CC=C2